NC1=NNC(C2=C1N(N=C2C2CCCC2)C2=C(C=C(CNC(C1=C(C=CC(=C1)F)OC)=O)C=C2)F)=O N-(4-(7-amino-3-cyclopentyl-4-oxo-4,5-dihydro-1H-pyrazolo[3,4-d]pyridazin-1-yl)-3-fluorobenzyl)-5-fluoro-2-methoxybenzamide